5-(4-(2-oxopyrrolidin-1-yl)phenyl)-1H-pyrazol O=C1N(CCC1)C1=CC=C(C=C1)C1=CC=NN1